C(C)(C)(C)OC(N[C@H](COC1=NC(=CC(=C1)N)C)C)=O (S)-(1-((4-amino-6-methylpyridin-2-yl)oxy)propan-2-yl)carbamic acid tert-butyl ester